8-dimethylmethyltricyclo[5.2.1.02,6]dec-4-ene CC(C1C2C3C=CCC3C(C1)C2)C